N2-(2-fluoro-4-(methylsulfonyl)phenyl)-5-methoxy-3-methyl-N6-(5-methyl-1-(tetrahydro-2H-pyran-2-yl)-1H-pyrazol-3-yl)-4-(1-methyl-1H-pyrazol-4-yl)pyridine-2,6-diamine FC1=C(C=CC(=C1)S(=O)(=O)C)NC1=NC(=C(C(=C1C)C=1C=NN(C1)C)OC)NC1=NN(C(=C1)C)C1OCCCC1